2-[(2R,5S)-5-[2-methylfuro[3,2-b]imidazo[4,5-d]pyridin-1-yl]tetrahydropyran-2-yl]acetonitrile CC1=NC=2C(=C3C(=NC2)C=CO3)N1[C@H]1CC[C@@H](OC1)CC#N